C(C1=CC=CC=C1)OC1=CC=C2C=C(C3(C2=C1)CCC1(CC3)OCCCO1)Br 6''-(benzyloxy)-2''-bromodispiro[[1,3]dioxan-2,1'-cyclohexane-4',1''-indene]